(3S,4R)-3-((3-(2,5-bis(4-fluorophenyl)-1H-pyrrol-3-yl)propyl)amino)-4-hydroxypyrrolidin-2-one FC1=CC=C(C=C1)C=1NC(=CC1CCCN[C@@H]1C(NC[C@H]1O)=O)C1=CC=C(C=C1)F